CC=1C(=[N+](C=CC1)[O-])C(=O)N1CCC(CC1)=CC(=O)N 2-{1-[(3-methyl-1-oxidopyridin-2-yl)carbonyl]piperidin-4-ylidene}acetamide